methyl (S)-3-(azetidin-3-ylmethyl)-2-benzyl-7-methyl-3,7,8,9-tetrahydro-6H-imidazo[4,5-f]quinoline-6-carboxylate N1CC(C1)CN1C(=NC2=C3CC[C@@H](N(C3=CC=C21)C(=O)OC)C)CC2=CC=CC=C2